C1=CC=CC=2C3=CC=CC=C3C(C12)COC(=O)N[C@H](C(=O)O)CC1=NC(=CN=C1)C#N (S)-2-((((9H-fluoren-9-yl)methoxy)carbonyl)amino)-3-(6-cyanopyrazin-2-yl)propanoic acid